FC1=CC=C(OC2=CC=C(C(=O)N3CCC(CC3)C3=CC=C(N=N3)N)C=C2)C=C1 6-{1-[4-(4-fluorophenoxy)benzoyl]piperidin-4-yl}pyridazin-3-amine